5-(4-fluoro-1-isopropyl-2-methyl-1H-benzo[d]imidazol-6-yl)-N-(trans-4-(4-methylpiperazin-1-yl)cyclohexyl)pyrrolo[2,1-f][1,2,4]triazin-2-amine FC1=CC(=CC=2N(C(=NC21)C)C(C)C)C=2C=CN1N=C(N=CC12)N[C@@H]1CC[C@H](CC1)N1CCN(CC1)C